4-(1-(4-(6-oxo-1,6-dihydropyridazin-3-yl)-2-(trifluoromethyl)phenyl)piperidin-4-yl)butanoic acid O=C1C=CC(=NN1)C1=CC(=C(C=C1)N1CCC(CC1)CCCC(=O)O)C(F)(F)F